C(C)(=O)C=1C(=NC(=CC1)N1C=NC2=C1C=CC(=C2)NC=2C=NC(=NC2)C)N2N=C(C=C2C)C#N 1-[3-acetyl-6-[5-[(2-methylpyrimidin-5-yl)amino]benzimidazol-1-yl]-2-pyridinyl]-5-methyl-pyrazole-3-carbonitrile